C(C1=CC=CC=C1)OC=1C=C(C=CC1)C[C@H](CC)P(OCC)(=O)C ethyl ((S)-1-(3-(benzyloxy)phenyl)butan-2-yl)(methyl)phosphinate